3-(2-(2-chloro-5-cyanophenyl)-5,7-difluoro-4-oxo-1,4-dihydroquinolin-6-yl)benzoic acid tert-butyl ester C(C)(C)(C)OC(C1=CC(=CC=C1)C=1C(=C2C(C=C(NC2=CC1F)C1=C(C=CC(=C1)C#N)Cl)=O)F)=O